[Cl-].[Cl-].C[SiH](C)[Ti+2](NC(C)(C)C)C1(C(=C(C(=C1)C)C)C)C dimethylsilyl-(tetramethylcyclopentadienyl)(t-butylamino)titanium dichloride